C1(=CC=CC2=CC=CC=C12)OP(=O)(OC1=C(C(=C(C(=C1F)F)F)F)F)N[C@@H](C)C(=O)OC(C)C ISOPROPYL ((NAPHTHALEN-1-YLOXY)(PERFLUOROPHENOXY)PHOSPHORYL)-L-ALANINATE